CN1N=C(C=C1)C1C(NC(N1)=O)=O 5-(1-methyl-1H-pyrazol-3-yl)imidazolidine-2,4-dione